ClC=1C=C2C3=C(N(C2=C(C1)C=1C=NN(C1)CCOC)CC(F)(F)F)C=NC=C3 6-Chloro-8-[1-(2-methoxy-ethyl)-1H-pyrazol-4-yl]-9-(2,2,2-trifluoro-ethyl)-9H-pyrido[3,4-b]indole